O=C1C=CC(=CN1)C1=C(C=NC=C1)C=O 6-oxo-1,6-dihydro-[3,4'-bipyridine]-3'-carboxaldehyde